FC1=C(C(=CC=C1N1C=CC=C1)F)[Ti]C1=C(C(=CC=C1F)N1C=CC=C1)F bis[2,6-difluoro-3-(1-pyrrolyl)phenyl]titanium